C(C)(C)(C)OC(=O)N1CC(C1)(OC)C=1SC(=CC1)C(CBr)=O.C(C)C(CCCC)CC(C(CCC(CCCC)C)C)C 5-ethyl-7,8,11-trimethyl-pentadecane tert-butyl-3-(5-(2-bromoacetyl)thiophen-2-yl)-3-methoxyazetidine-1-carboxylate